COC1=CC=C(C=C1)C1=CC2=C(N=C(N=C2)S(=O)(=O)C)N(C1=O)C1=CC=C(C=C1)C1=NN(C=N1)COCC[Si](C)(C)C 6-(4-methoxyphenyl)-2-(methylsulfonyl)-8-(4-(1-((2-(trimethylsilyl)ethoxy)methyl)-1H-1,2,4-triazol-3-yl)phenyl)pyrido[2,3-d]pyrimidin-7(8H)-one